BrC1=NN(C(=C1)CCl)C 3-bromo-5-(chloromethyl)-1-methyl-1H-pyrazole